ClC1=C(C(=CC(=C1)Cl)Cl)C=1C(=O)NC(C1)=O 2,4,6-trichlorophenyl-maleimide